CN1N=CC(=C1C1CCN(CC1)C1=NC(=C(C#N)C(=C1)N1C(C(C1)N1CCNCC1)CO)C(F)(F)F)C 6-(4-(1,4-dimethyl-1H-pyrazol-5-yl)piperidin-1-yl)-4-(2-(hydroxymethyl)-3-(piperazin-1-yl)azetidin-1-yl)-2-(trifluoromethyl)nicotinonitrile